7-azabicyclo[2.2.1]Heptane-1-carboxamide C12(CCC(CC1)N2)C(=O)N